COC(NC1=NC=CC(=C1)C=1C=NC(=CC1C)OC[C@@](CC(C)C)(C)N)=O (S)-(6-((2-amino-2,4-dimethylpentyl)oxy)-4-methyl-[3,4'-bipyridinyl]-2'-yl)carbamic acid methyl ester